nickel oxide lithium iron phosphate P(=O)([O-])([O-])[O-].[Fe+2].[Li+].[Ni]=O